(±)-(1S,5R,7S)-7-(2-bromoethyl)bicyclo[3.2.0]hept-2-en-6-one BrCC[C@@H]1C([C@@H]2CC=C[C@H]12)=O |r|